((2-(trimethylsilyl)ethoxy)methyl)-1H-pyrazolo[4,3-c]Pyridine-4-carboxylic acid methyl ester COC(=O)C1=NC=CC2=C1C=NN2COCC[Si](C)(C)C